tetradec-3,5,7,12-tetraene CCC=CC=CC=CCCCC=CC